C1(CCC1)NC(=O)C=1C=C(C(NC1)=O)C(=O)NC N5-cyclobutyl-N3-methyl-2-oxo-1,2-Dihydropyridine-3,5-dicarboxylic acid diamide